CS(=O)(=O)OCC=1C=NC=C(C1)C1C(NC(CC1)=O)=O (5-(2,6-dioxopiperidin-3-yl)pyridin-3-yl)methyl methanesulfonate